Disodium Azacycloheptanediphosphonate C1(NCCCCC1)(P([O-])(=O)[O-])P(O)(=O)O.[Na+].[Na+]